2,2'-bis(diphenylphosphoryl)-1,1-binaphthyl C1(=CC=CC=C1)P(=O)(C1=CC=CC=C1)C1=C(C2=CC=CC=C2C=C1)C1=C(C=CC2=CC=CC=C12)P(=O)(C1=CC=CC=C1)C1=CC=CC=C1